CC=1C=C(CN2CCC(CC2)NC(OC(C)(C)C)=O)C=CC1N1C(N=C(C=C1)NC(=O)N1CCNCC1)=O tert-butyl (1-(3-methyl-4-(2-oxo-4-(piperazine-1-carboxamido)pyrimidin-1(2H)-yl)benzyl)piperidin-4-yl)carbamate